1-cyclopropyl-6-fluoro-7-[2-(hydroxymethyl)morpholin-4-yl]-3-({[(3S)-1-(6-methylpyridin-3-yl)piperidin-3-yl][(2-methylpyridin-4-yl)methyl]amino}methyl)-1,4-dihydroquinolin C1(CC1)N1C=C(CC2=CC(=C(C=C12)N1CC(OCC1)CO)F)CN(CC1=CC(=NC=C1)C)[C@@H]1CN(CCC1)C=1C=NC(=CC1)C